2-(1-acryloyl-4-(7-(isoindolin-2-yl)-2-(2-morpholinoethoxy)-5,6,7,8-tetrahydroquinazolin-4-yl)piperazin-2-yl)acetonitrile C(C=C)(=O)N1C(CN(CC1)C1=NC(=NC=2CC(CCC12)N1CC2=CC=CC=C2C1)OCCN1CCOCC1)CC#N